N-((1-methylcyclopropyl)sulfonyl)-5,5-diphenyl-4,5-dihydroisoxazole-3-carboxamide tert-butyl-2-(2-(4-chloro-2-methyl-3-nitrobenzamido)-5-fluorophenyl)acetate C(C)(C)(C)OC(CC1=C(C=CC(=C1)F)NC(C1=C(C(=C(C=C1)Cl)[N+](=O)[O-])C)=O)=O.CC1(CC1)S(=O)(=O)NC(=O)C1=NOC(C1)(C1=CC=CC=C1)C1=CC=CC=C1